C(CC)(=O)OC=CC propenyl propionate